C(C)[C@]1(C(OCC=2C(N3CC=4C(=NC=5C=C(C(=C(C5C4)F)OC)F)C3=CC21)=O)=O)O (S)-4-ethyl-8,10-difluoro-4-hydroxy-9-methoxy-1,12-dihydro-14H-pyrano[3',4':6,7]indolizino[1,2-b]quinoline-3,14(4H)-dione